ClC1=C(OCC(=O)NC2=CC=CC=C2)C(=CC=C1)Cl (2,6-dichlorophenoxy)N-phenylacetamide